(R)-3-(3-(5-(1H-Pyrrolo[2,3-b]pyridin-3-yl)-1-((2-(trimethylsilyl)ethoxy)methyl)-1H-pyrazol-3-yl)phenyl)-3-hydroxy-1-methylpyrrolidin-2-one N1C=C(C=2C1=NC=CC2)C2=CC(=NN2COCC[Si](C)(C)C)C=2C=C(C=CC2)[C@]2(C(N(CC2)C)=O)O